(4S)-7-chloro-6-(3-fluoro-6-hydroxy-2-pyridinyl)-N-isopropyl-4-methyl-8-(trifluoromethyl)-4H-imidazo[1,2-a][1,4]benzodiazepine-2-Carboxamide ClC1=C(C=CC2=C1C(=N[C@H](C=1N2C=C(N1)C(=O)NC(C)C)C)C1=NC(=CC=C1F)O)C(F)(F)F